1-ethylmethylthiocarbamoyl-2,4-dimercaptobenzene C(C)CNC(=S)C1=C(C=C(C=C1)S)S